CN(C(OC1CN(CCC1)CC1=CC(=CC=C1)Cl)=O)C1CCN(CC1)C1=NC(=NC=C1)OC [1-(3-chlorobenzyl)piperidin-3-yl] N-methyl-N-[1-(2-methoxypyrimidin-4-yl) piperidin-4-yl]carbamate